C(C1=CC=CC=C1)N1C(COCC1(C)C)=O 4-benzyl-5,5-dimethyl-morpholin-3-one